ClC=1C(=NC(=NC1)NC1=C(C=C(C=C1)N1CCN(CC1)C(C)C)OC(F)F)NC=1SC=CC1C(=O)N 2-((5-chloro-2-((2-(difluorometh-oxy)-4-(4-isopropylpiperazin-1-yl)phenyl)amino)pyrimidin-4-yl)amino)thiophene-3-carboxamide